N1=CC=CC2=CC=CC(=C12)C1=C(C(=O)N)C=CC=C1 (quinolin-8-yl)benzamide